AMINOBENZIMIDAZOLE C1=CC=C2C(=C1)N=CN2N